methyl 6-chloro-3-(1-(3-cyclopropyl-6-fluoro-4-oxo-2-(tetrahydro-2H-pyran-4-yl)-3,4-dihydroquinazolin-8-yl)ethoxy)picolinate ClC1=CC=C(C(=N1)C(=O)OC)OC(C)C=1C=C(C=C2C(N(C(=NC12)C1CCOCC1)C1CC1)=O)F